3-(2-Ethoxy-4-diethylaminophenyl)-3-(1-ethyl-2-methylindol-3-yl)-4-azaphthalide C(C)OC1=C(C=CC(=C1)N(CC)CC)C1(OC(=O)C2=CC=CN=C12)C1=C(N(C2=CC=CC=C12)CC)C